F[B-](F)(F)F.[Cu+].C(C)#N.C(C)#N.C(C)#N.C(C)#N tetrakis(acetonitrile) copper(I) tetrafluoroborate